FC1=C(C=C(C=C1)[C@H](C)SC1=NN=CN1C)N1C(C2=CC=CC(=C2C1)C(F)(F)F)=O 2-[2-fluoro-5-[(1S)-1-[(4-methyl-1,2,4-triazol-3-yl)sulfanyl]ethyl]phenyl]-4-(trifluoromethyl)isoindolin-1-one